C[C@H](CC1=CC=C(C=C1)OC)NC[C@@H](C2=CC(=C(C=C2)O)NC=O)O.C[C@H](CC1=CC=C(C=C1)OC)NC[C@@H](C2=CC(=C(C=C2)O)NC=O)O.C(=C/C(=O)O)\\C(=O)O The molecule is a fumarate salt prepared from arformoterol by reaction of one molecule of fumaric acid for every two molecules of arformoterol. It has a role as a beta-adrenergic agonist and a bronchodilator agent. It contains an arformoterol(1+). It is an enantiomer of a (S,S)-formoterol fumarate.